5-ethynyl-6-fluoro-4-[8-fluoro-4-(morpholin-4-yl)-2-({1-[(piperidin-1-yl)methyl]cyclopropyl}methoxy)pyrido[4,3-d]pyrimidin-7-yl]naphthalen-2-ol C(#C)C1=C2C(=CC(=CC2=CC=C1F)O)C1=C(C=2N=C(N=C(C2C=N1)N1CCOCC1)OCC1(CC1)CN1CCCCC1)F